COC1=C(C=C(C=C1)C1(CC1)C(=O)O)C 1-(4-methoxy-3-methylphenyl)cyclopropanecarboxylic acid